CCCC=C 4-methylbutene